C(#N)C[C@@H]1N(CCN(C1)C=1C2=C(N=C(N1)SC)OC1(CC2)CCCC2=CC=CC(=C21)C)C(=O)OCC2=CC=CC=C2 benzyl (2S)-2-(cyanomethyl)-4-(8-methyl-2'-(methylthio)-3,4,5',6'-tetrahydro-2H-spiro[naphthalene-1,7'-pyrano[2,3-d]pyrimidin]-4'-yl)piperazine-1-carboxylate